COC(=O)C1CC2=CC=C(C=C2C1)CC#N 5-(cyanomethyl)-2,3-dihydro-1H-indene-2-carboxylic acid methyl ester